C(CCCCCCCCCCCCCCCCCCCCC)(=O)NC1=CC=CC=C1 behenanilide